Cl.C(C)[C@H]1OC2=C(CNC1)C=CC=C2 (R)-2-ethyl-2,3,4,5-tetrahydrobenzo[f][1,4]oxazepine, hydrochloride